benzyl-4-(4,4,5,5-tetramethyl-1,3,2-dioxaborolan-2-yl)-3,6-dihydropyridine C(C1=CC=CC=C1)C1=NCC=C(C1)B1OC(C(O1)(C)C)(C)C